COC1=CC=C(CN2N=C(N=C2C=2N=C3N(C=CC(=N3)SC)C2)C(F)(F)F)C=C1 2-(1-(4-methoxybenzyl)-3-(trifluoromethyl)-1H-1,2,4-triazol-5-yl)-7-(methylsulfanyl)imidazo[1,2-a]pyrimidine